Cl.ClC1=CC=C(C=C1)[C@H]([C@@H]1[C@H]([C@H]([C@@H](C1)N1C=CC2=C1NC=NC2=NN)O)O)O 7-[(1R,2S,3R,4R)-4-[(S)-(4-chlorophenyl)-hydroxy-methyl]-2,3-dihydroxy-cyclopentyl]-1H-pyrrolo[2,3-d]pyrimidin-4-one hydrazone hydrochloride